2-amino-6-(2,2,3,3-tetrafluoropropoxy)nicotinic acid NC1=C(C(=O)O)C=CC(=N1)OCC(C(F)F)(F)F